(1-decyne) tetracobalt [Co].[Co].[Co].[Co].C#CCCCCCCCC